Trifluoromethanesulfonic acid 4-(1-(2,2-difluoroethyl)-3-phenyl-1H-pyrazol-4-yl)-7-methoxyquinazolin-6-yl ester FC(CN1N=C(C(=C1)C1=NC=NC2=CC(=C(C=C12)OS(=O)(=O)C(F)(F)F)OC)C1=CC=CC=C1)F